4,6-dimethyl-N1,N3-bis(6-methyl-3-nitropyridin-2-yl)benzene-1,3-diamine CC1=C(C=C(C(=C1)C)NC1=NC(=CC=C1[N+](=O)[O-])C)NC1=NC(=CC=C1[N+](=O)[O-])C